COC1=C(C(=CC=C1)OC)N1C(=NC2=NC=C(C=C21)CS(=O)(=O)N)C2=NC(=CC=C2)OCC (1-(2,6-Dimethoxyphenyl)-2-(6-ethoxypyridin-2-yl)-1H-imidazo[4,5-b]pyridin-6-yl)methanesulfonamide